1,3-dihydroxy-5-(methylamino)-benzene OC1=CC(=CC(=C1)NC)O